CN1C(=[N+](C=C1)C)CC1=CC=CC=C1 1,3-dimethyl-2-benzylimidazolium